C(C(C)C)OC(=O)C1C(CCCC1)C(=O)OCC(C)C 1,2-cyclohexanedicarboxylic acid diisobutyl ester